(S)-N'-((8-allyl-1,2,3,5,6,7-hexahydro-s-indacen-4-yl)carbamoyl)-5-(2-hydroxypropan-2-yl)-1-phenyl-1H-pyrazole-3-sulfonimidamide C(C=C)C=1C=2CCCC2C(=C2CCCC12)NC(=O)N=[S@@](=O)(N)C1=NN(C(=C1)C(C)(C)O)C1=CC=CC=C1